C(CCCCCCCC)(=O)OC(CSCCCCCC(CCCCCSCC(CCCCCC)OC(CCCCCCCC)=O)O)CCCCCC ((6-hydroxyundecane-1,11-diyl)bis(sulfanediyl))bis(octane-1,2-diyl) dinonanoate